C(CCCC)OC(CCCCCC=CCCC=CCCCC)OCCCCC 16,16-dipentyloxy-5,9-hexadecadiene